2-((1-ethoxyethoxy)Methyl)oxirane C(C)OC(C)OCC1OC1